FC(C(=O)O)(F)F.N=1C=NN2C=NC(=CC21)OC2=C(C=C(C=C2)NC2=NC=NC1=CC(=CC=C21)OC)C N-(4-([1,2,4]triazolo[1,5-c]pyrimidin-7-yloxy)-3-methylphenyl)-7-methoxyquinazolin-4-amine 2,2,2-trifluoroacetate